(S)-6-(4-(3-aminopiperidin-1-yl)-6-((2-(2-fluoro-6-methoxyphenyl)pyrimidin-4-yl)amino)pyridin-3-yl)-1-methyl-3,4-dihydroquinolin-2(1H)-one N[C@@H]1CN(CCC1)C1=C(C=NC(=C1)NC1=NC(=NC=C1)C1=C(C=CC=C1OC)F)C=1C=C2CCC(N(C2=CC1)C)=O